6-(4-cyclopropyl-6-methoxypyrimidin-5-yl)-8-(4-(1-isopropyl-4-(trifluoromethyl)-1H-imidazole-2-yl)benzyl)-2-methyl-2,8-dihydropyrazolo[4',3':4,5]pyrrolo[2,3-d]pyrimidine C1(CC1)C1=NC=NC(=C1C1=NC=C2C(=N1)N(C=1C2=CN(N1)C)CC1=CC=C(C=C1)C=1N(C=C(N1)C(F)(F)F)C(C)C)OC